(3R,4S,5R)-N-(6-(benzyloxy)hexyl)-3,4,5-trihydroxy-N-methylcyclohex-1-ene-1-carboxamide C(C1=CC=CC=C1)OCCCCCCN(C(=O)C1=C[C@H]([C@H]([C@@H](C1)O)O)O)C